FC=1C=C(C=C(C1C)F)[C@@H]1CCC2=NN(C(N21)=O)C21CC(C2)(C1)F (S)-5-(3,5-difluoro-4-methylphenyl)-2-(3-fluorobicyclo[1.1.1]pentan-1-yl)-2,5,6,7-tetrahydro-3H-pyrrolo[2,1-c][1,2,4]triazol-3-one